C(C1=CC=CC=C1)OC(=O)N1CCC(CC1)OC1CC(C1)OC1=NC=CC(=C1)N1C2(COC2)CN(CC1)C(=O)OC(C)(C)C tert-butyl 5-[2-[3-[(1-benzyloxycarbonyl-4-piperidinyl) oxy] cyclobutoxy]-4-pyridinyl]-2-oxa-5,8-diazaspiro[3.5]nonane-8-carboxylate